isothiazolo[4,5-b]pyridin S1N=CC2=NC=CC=C21